Lutetium monosilicate [Si]([O-])([O-])([O-])O.[Lu+3]